C[C@@H]1OCC2([C@@H]1N)CCNCC2 (3s,4s)-3-methyl-2-oxa-8-azaspiro[4.5]Decan-4-amine